(9H-fluoren-9-yl)methyl (4S)-4-((2-(2-(tert-butoxy)ethoxy)ethoxy)methyl)-1,2,3-oxathiazolidine-3-carboxylate 2-oxide C(C)(C)(C)OCCOCCOC[C@@H]1N(S(OC1)=O)C(=O)OCC1C2=CC=CC=C2C=2C=CC=CC12